ethyl (3S)-3-[(tert-butoxycarbonyl)amino]-3-[2-fluoro-5-(4,4,5,5-tetramethyl-1,3,2-dioxaborolan-2-yl)phenyl]propanoate C(C)(C)(C)OC(=O)N[C@@H](CC(=O)OCC)C1=C(C=CC(=C1)B1OC(C(O1)(C)C)(C)C)F